{4-[(R)-2-ethoxy-3-(4-trifluoromethyl-phenoxy)-propylsulfanyl]-2-methyl-phenoxy}-acetic acid C(C)O[C@@H](CSC1=CC(=C(OCC(=O)O)C=C1)C)COC1=CC=C(C=C1)C(F)(F)F